O1C=C(C2=C1C=CC=C2)C(=O)N2CC1N(C(C3=C(NC1=O)C=CC(=C3)Br)=O)CC2 2-(benzofuran-3-carbonyl)-8-bromo-1,3,4,12a-tetrahydrobenzo[e]pyrazino[1,2-a][1,4]diazepine-6,12(2H,11H)-dione